COCOC=1C=C(C=2C(CCCC2C1)C)B1OC(C(O1)(C)C)(C)C 2-(3-(methoxymethoxy)-8-methyl-5,6,7,8-tetrahydronaphthalen-1-yl)-4,4,5,5-tetramethyl-1,3,2-dioxaborolane